2-Chloro-N-{2-[4-(difluoromethyl)-1,3-thiazol-5-yl]-2-(4-{[1,2,4]triazolo[4,3-a]pyrazin-5-yloxy}piperidin-1-yl)ethyl}-6-fluorobenzamid ClC1=C(C(=O)NCC(N2CCC(CC2)OC2=CN=CC=3N2C=NN3)C3=C(N=CS3)C(F)F)C(=CC=C1)F